2-benzylcarboxy-4-(4-propylbenzylcarboxy)pentane C(C1=CC=CC=C1)C(CC(=O)O)CC(C)C(=O)OCC1=CC=C(C=C1)CCC